C1(=CC=CC=C1)C1CNCN1C(\C=C\C1=C(C=CC=C1)C(F)(F)F)=O (E)-5-phenyl-1-(3-(2-(trifluoromethyl)phenyl)acryloyl)imidazolidine